C(C1=CC=CC=C1)OC1=NC(=CC=C1C1=NN(C2=CC(=CC=C12)OCC(=O)N1CCN(CC1)C(=O)OC(C)(C)C)C)OCC1=CC=CC=C1 Tert-butyl 4-(2-((3-(2,6-bis(benzyloxy)pyridin-3-yl)-1-methyl-1H-indazol-6-yl)-oxy)acetyl)piperazine-1-carboxylate